IC=1C=C(CNC2=NC(=C3NC=NC3=N2)N)C=CC1 2-(3-iodobenzylamino)-6-aminopurine